O=C1NC(CCC1C1=C(C=C(C=C1F)N1CCN(CC1)C1=NC=C(C=O)C=C1F)F)=O 6-(4-(4-(2,6-dioxopiperidin-3-yl)-3,5-difluorophenyl)piperazin-1-yl)-5-fluoronicotinaldehyde